NC1=CC=C(C=N1)C=1C=C2C(=CN(C2=CC1)CC(=O)N1[C@@H]2CC[C@H]([C@H]1C(NC1=NC(=CC=C1)C)=O)C2)C(=O)N 5-(6-Aminopyridin-3-yl)-1-(2-((1R,3S,4S)-3-(6-methylpyridin-2-ylcarbamoyl)-2-azabicyclo[2.2.1]heptan-2-yl)-2-oxoethyl)-1H-indole-3-carboxamide